FC(CNC(C(=O)O)=O)(C)F 2-(2,2-Difluoropropylamino)-2-oxo-acetic acid